C1(=C(C=CC=C1)OC1=CC=C(C(=N1)CO)N1C[C@H](CC1)OC1=NC=C(C=C1)C(F)(F)F)C (S)-(6-(o-tolyloxy)-3-(3-(5-(trifluoromethyl)pyridin-2-yloxy)pyrrolidin-1-yl)pyridin-2-yl)methanol